(2S,6R)-2,6-dimethyl-4-(4-nitropyridin-2-yl)morpholine C[C@H]1CN(C[C@H](O1)C)C1=NC=CC(=C1)[N+](=O)[O-]